[Br-].FC=1C=C(C[Zn+])C=C(C1)F (3,5-difluorobenzyl)zinc (II) bromide